2-bromo-4-methoxybutanoic acid methyl ester COC(C(CCOC)Br)=O